ClC=1C=C(C=NC1N1N=CC=N1)NC(=O)NC=1C=NC2=CC=NC(=C2C1C(C)OC)OC N-(5-chloro-6-(2H-1,2,3-triazol-2-yl)pyridin-3-yl)-N'-(5-methoxy-4-(1-methoxyethyl)-1,6-naphthyridin-3-yl)urea